1,1-difluoro-2-methyl-1-(3-(1-((2-methyl-6-morpholino-8,9-dihydro-7H-cyclopenta[H]quinazolin-4-yl)amino)ethyl)phenyl)propan-2-ol FC(C(C)(O)C)(C1=CC(=CC=C1)C(C)NC1=NC(=NC2=C3C(=C(C=C12)N1CCOCC1)CCC3)C)F